N1C=NC2=C1C=CC(=C2)C(NC(CCC)=O)C2=CC(=C1C=CC=NC1=C2O)C N-((1H-benzo[d]imidazol-5-yl)(8-hydroxy-5-methylquinolin-7-yl)methyl)butyramide